(6S)-6-methyl-6,7-dihydro-4H-pyrazolo[1,5-a]pyrazine-5-carboxylic acid tert-butyl ester C(C)(C)(C)OC(=O)N1CC=2N(C[C@@H]1C)N=CC2